2-isopropyl-4-oxo-4-[3-(3,3,3-trifluoroprop-1-ynyl)azetidin-1-yl]butanamide C(C)(C)C(C(=O)N)CC(N1CC(C1)C#CC(F)(F)F)=O